itaconic acid 1,5-diaminopentane salt NCCCCCN.C(C(=C)CC(=O)O)(=O)O